6-(difluoromethyl)-2,4-dimethoxypyridine-3-sulfonyl chloride FC(C1=CC(=C(C(=N1)OC)S(=O)(=O)Cl)OC)F